(2S)-ethyl 2-(((2S,5R)-2-carbamoyl-4-methyl-7-oxo-1,6-diazabicyclo[3.2.1]oct-3-en-6-yl)oxy)-2-fluoroacetate C(N)(=O)[C@H]1N2C(N([C@H](C(=C1)C)C2)O[C@H](C(=O)OCC)F)=O